1-(3-(7-chloro-6-(2-chlorophenyl)quinazolin-4-ylamino)azetidin-1-yl)prop-2-en-1-one ClC1=C(C=C2C(=NC=NC2=C1)NC1CN(C1)C(C=C)=O)C1=C(C=CC=C1)Cl